C(#N)C=1C=NN2C1C(=CC(=C2)C=2C=NN(C2)C)C=2C=CC(=NC2)N2C[C@@H]1[C@H](C2)CC(C1)(C)NC(C1=NC=CC=C1F)=O N-((3aR,5s,6aS)-2-(5-(3-cyano-6-(1-methyl-1H-pyrazol-4-yl)pyrazolo[1,5-a]pyridin-4-yl)pyridin-2-yl)-5-methyloctahydrocyclopenta[c]pyrrol-5-yl)-3-fluoropicolinamide